C1(CC1)N1N=C(C2=NC(=CC(=C21)N2[C@@H](COCC2)C)C2=CC=NN2C)C2=CC=NN2 (R)-4-(1-cyclopropyl-5-(1-methyl-1H-pyrazol-5-yl)-3-(1H-pyrazol-5-yl)-1H-Pyrazolo[4,3-b]pyridin-7-yl)-3-methylmorpholine